Cl.NC(C(=O)N1CCN(CC1)C(=O)NC1=NC(N(C=C1)C1=CC=C2CC(COC2=C1)N1CC2(CC2C1)CN)=O)(C)C 4-(2-Amino-2-methylpropanoyl)-N-(1-(3-(1-(aminomethyl)-3-azabicyclo[3.1.0]hex-3-yl)chroman-7-yl)-2-oxo-1,2-dihydropyrimidin-4-yl)piperazine-1-carboxamide hydrochloride